4-t-butylphenyl-sulfonium sulfide C(C)(C)(C)C1=CC=C(C=C1)[SH2+]=S